(S)-1-(1-acryloylpyrrolidin-3-yl)-5-amino-3-((3,5-dimethoxyphenyl)ethynyl)-1H-pyrazole C(C=C)(=O)N1C[C@H](CC1)N1N=C(C=C1N)C#CC1=CC(=CC(=C1)OC)OC